1H-1,2,3-triazole-4-ylmethylamine N1N=NC(=C1)CN